N-Dodecylalanin C(CCCCCCCCCCC)N[C@@H](C)C(=O)O